1,3,5-tris(1,1-dimethylethyl)-benzene CC(C)(C)C1=CC(=CC(=C1)C(C)(C)C)C(C)(C)C